2-(1-(tert-Butoxycarbonyl)piperidin-4-yl)-N,N-dimethylethylamine oxide C(C)(C)(C)OC(=O)N1CCC(CC1)CC[N+](C)(C)[O-]